CC=1C(=NC=C(C1)C=O)C=O 3-METHYLPYRIDINE-2,5-DICARBALDEHYDE